CC=1N=C(SC1)C(C)=O 1-(4-Methylthiazol-2-yl)ethanone